S1C(=NC2=C1C=CC=C2)SCSC#N (benzothiazole-2-ylthio)methyl thiocyanate